tert-butyl (1R,2R,5S)-3-(5-bromo-7-chloro-2-(ethylthio)-8-fluoropyrido[4,3-d]pyrimidin-4-yl)-1,5-difluoro-2-(hydroxymethyl)-3,8-diazabicyclo[3.2.1]octane-8-carboxylate BrC1=NC(=C(C=2N=C(N=C(C21)N2[C@@H]([C@@]1(CC[C@](C2)(N1C(=O)OC(C)(C)C)F)F)CO)SCC)F)Cl